[SH3]=1CCC(N=C2C1C=CC=C2)=O 2,3-dihydro-1λ6,5-benzothiazepine-4-One